(S)-3-((S)-sec-butyl)-2-oxo-N-((S)-6-oxopiperidin-3-yl)-1,2,3,5-tetrahydro-4H-benzo[e][1,4]diazepine-4-carboxamide [C@H](C)(CC)[C@@H]1N(CC2=C(NC1=O)C=CC=C2)C(=O)N[C@@H]2CNC(CC2)=O